methylsulfanyl-aniline dihydrochloride Cl.Cl.CSNC1=CC=CC=C1